N-[3-chloro-5-[(1,1-dideuterio-2-methyl-propyl)sulfamoyl]-8,9-dihydro-7H-cyclopenta[H]Isoquinolin-7-yl]Carbamic acid tert-butyl ester C(C)(C)(C)OC(NC1CCC=2C1=CC(=C1C=C(N=CC21)Cl)S(NC(C(C)C)([2H])[2H])(=O)=O)=O